7-bromo-5-methylpyrido[4,3-b]Indole BrC=1C=CC=2C3=C(N(C2C1)C)C=CN=C3